3-(2-fluoro-3-(methoxycarbonyl)-4-nitrophenyl)pyrrolidine-1-carboxylic acid tert-butyl ester C(C)(C)(C)OC(=O)N1CC(CC1)C1=C(C(=C(C=C1)[N+](=O)[O-])C(=O)OC)F